3-(3-chloro-4-fluorophenyl)-1-(8,9-difluoro-3-oxo-6-oxo-1,4,5,6-tetrahydro-2H-thiopyrano[3,4-c]isoquinolin-1-yl)-1-methylurea ClC=1C=C(C=CC1F)NC(N(C)C1CS(CC=2NC(C=3C=C(C(=CC3C21)F)F)=O)=O)=O